C(C)(C)(C)C=1N=C(N2C1N=C(C=C2)C(=O)N2C(CN(CC2)C2=NC=C(C(=O)O)C=C2)(C)C)C2=CC=C(C=C2)Cl 6-(4-(8-(tert-butyl)-6-(4-chlorophenyl)imidazo[1,5-a]pyrimidine-2-carbonyl)-3,3-dimethylpiperazin-1-yl)nicotinic acid